N-((5,6-Dihydro-4H-thieno[2,3-b]thiopyran-4-yl)methyl)-2,2,2-trifluoroacetamide S1C=CC2=C1SCCC2CNC(C(F)(F)F)=O